O=C1N(C2=CC=C(C=3C2=C1C=CC3)CC3=CC=C(C=C3)CN3CCN(CC3)C3=NC(=NC=C3)N3C=NC(=C3)C(F)(F)F)C3C(NC(CC3)=O)=O 3-(2-oxo-6-(4-((4-(2-(4-(trifluoromethyl)-1H-imidazol-1-yl)pyrimidin-4-yl)piperazin-1-yl)methyl)benzyl)benzo[cd]indol-1(2H)-yl)piperidine-2,6-dione